CC1(OB(OC1(C)C)N1C(CC2=CC=CC=C12)=O)C (4,4,5,5-tetramethyl-1,3,2-dioxaborolan-2-yl)indolin-2-one